7-Bromo-2-butyl-4-(tert-butylamino)-3H-imidazo[4,5-d]thieno[3,2-b]pyridine-3-carboxylic acid tert-butyl ester C(C)(C)(C)OC(=O)N1C(=NC2=C3C(=NC(=C21)NC(C)(C)C)C=C(S3)Br)CCCC